FC(C(=O)O)(F)F.CCC(CC)NC(=O)C1=CN=C(O1)C=1C=C(C=CC1)C1=CC(=NN1)C(=O)N[C@H](C(=O)OCC)C (S)-ethyl 2-(5-(3-(5-(pentan-3-ylcarbamoyl)oxazol-2-yl)phenyl)-1H-pyrazole-3-carboxamido)propanoate trifluoroacetate